CCC#C 3-methylpropyne